(S)-(4-amino-8-chlorochroman-4-yl)methanol (R)-tert-butyl-4-(2-(((4-nitrophenyl)sulfonyl)oxy)-3-phenylpropionamido)benzoate C(C)(C)(C)C1=C(C(=O)OC[C@@]2(CCOC3=C(C=CC=C23)Cl)N)C=CC(=C1)NC([C@@H](CC1=CC=CC=C1)OS(=O)(=O)C1=CC=C(C=C1)[N+](=O)[O-])=O